acryl sulfate S(=O)(=O)(OC(=O)C=C)[O-]